2,5-dimethyl-N-(2-methylbenzyl)-4-nitrobenzamide CC1=C(C(=O)NCC2=C(C=CC=C2)C)C=C(C(=C1)[N+](=O)[O-])C